NC1=NC=CC(=C1[N+](=O)[O-])C=1C=NN(C1)C1=CC=C(C=N1)C(C(F)(F)F)(O)C1CCNCC1 (6-(4-(2-amino-3-nitropyridin-4-yl)-1H-pyrazol-1-yl)pyridin-3-yl)-2,2,2-trifluoro-1-(piperidin-4-yl)ethanol